N-(5-bromo-4-(trifluoromethyl)pyridin-2-yl)-8-chloroquinolin-2-amine BrC=1C(=CC(=NC1)NC1=NC2=C(C=CC=C2C=C1)Cl)C(F)(F)F